O1CCC(CC1)OC1=CC=C(C=N1)CC1=NN(C=C1)C(=O)N ((6-((tetrahydro-2H-pyran-4-yl)oxy)pyridin-3-yl)methyl)-1H-pyrazole-1-carboxamide